5-(2,4-difluoro-phenyl)-4-fluoro-isoxazole FC1=C(C=CC(=C1)F)C1=C(C=NO1)F